FC=1C=C2C(=C(/C(/C2=CC1)=C/C1=CC=C(C=C1)S(=O)C1=CC=C(C=C1)F)C)CC(=O)O (Z)-2-(5-Fluoro-1-(4-((4-fluorophenyl)sulfinyl)benzylidene)-2-methyl-1H-inden-3-yl)acetic acid